4-benzyl-2-p-methylphenyl-oxazoline C(C1=CC=CC=C1)C1N=C(OC1)C1=CC=C(C=C1)C